t-amylmethyldiethoxysilane C(C)(C)(CC)C[SiH](OCC)OCC